4,8-difluoro-2-[(2S)-pyrrolidin-2-yl]-3,5,6,7-tetrahydrocyclopenta[f]benzimidazol FC1=C2C(=C(C=3N=C(NC31)[C@H]3NCCC3)F)CCC2